FC=1C=NC=CC1COC1=CC=CC(=N1)N1CC2CCC(C1)N2CC=2N(C1=C(N2)C=CC(=C1)C(=O)O)C[C@H]1OCC1 2-[(3-{6-[(3-fluoropyridin-4-yl)methoxy]pyridin-2-yl}-3,8-diazabicyclo[3.2.1]octan-8-yl)methyl]-3-[(2S)-oxetan-2-ylmethyl]-1,3-benzodiazole-5-carboxylic acid